tert-Butyl ether C(C)(C)(C)OC(C)(C)C